ClC1=CC=C2C(=C(N(C2=C1)CC)C=1OC=NN1)C=NO 6-chloro-2-(1,3,4-oxadiazol-2-yl)-1-ethyl-1H-indole-3-carbaldehyde oxime